N-(3-(4-morpholino-6-(1H-pyrazolo[3,4-b]pyridin-4-yl)thieno[3,2-d]pyrimidin-2-yl)phenyl)nicotinamide O1CCN(CC1)C=1C2=C(N=C(N1)C=1C=C(C=CC1)NC(C1=CN=CC=C1)=O)C=C(S2)C2=C1C(=NC=C2)NN=C1